oxetane-3-carboxylic acid O1CC(C1)C(=O)O